2-[2-[[6,6'-dichloro-7'-[2-[2-(2-methylprop-2-enoyloxy)ethylcarbamoyloxy]ethoxy]-2,2'-dioxo-4,4'-spirobi[chromane]-7-yl]oxy]ethoxycarbonylamino]ethyl 2-methylprop-2-enoate CC(C(=O)OCCNC(=O)OCCOC1=C(C=C2C3(CC(OC2=C1)=O)CC(OC1=CC(=C(C=C13)Cl)OCCOC(NCCOC(C(=C)C)=O)=O)=O)Cl)=C